C1(CC1)C([C@@H](C=1N=C2N(N=C(C=C2)C(COC)C2C(NC[C@@H](C2)C(F)(F)F)=O)C1)NC(=O)C1=CC=NN1CC)C1CC1 N-((1S)-2,2-dicyclopropyl-1-(6-(2-methoxy-1-((5R)-2-oxo-5-(trifluoromethyl)piperidin-3-yl)ethyl)imidazo[1,2-b]pyridazin-2-yl)ethyl)-1-ethyl-1H-pyrazole-5-carboxamide